6-[8-[(6-amino-4-fluoro-indan-2-yl)methyl]-2-oxo-1-oxa-3,8-diazaspiro[4.5]decan-3-yl]-4H-pyrazino[2,3-b][1,4]oxazin-3-one NC1=CC(=C2CC(CC2=C1)CN1CCC2(CN(C(O2)=O)C2=NC3=C(OCC(N3)=O)N=C2)CC1)F